chloro-5'-fluoro-[1,1'-biphenyl]-2,6-diol ClC1=C(C(=C(C=C1)O)C1=CC=CC(=C1)F)O